N-[8-(1-hydroxyethyl)-2-methylimidazo[1,2-a]pyridin-6-yl]-5-(piperazin-1-yl)cinnoline-8-carboxamide trifluoroacetate FC(C(=O)O)(F)F.OC(C)C=1C=2N(C=C(C1)NC(=O)C=1C=CC(=C3C=CN=NC13)N1CCNCC1)C=C(N2)C